C(CCC)C1=NN=NN1CC1=CC=C(C=C1)C=C 5-butyl-1-(4-vinylbenzyl)-1H-tetrazole